[Br-].C1(=CC=CC=C1)[N+]=1NC(=NN1)C1=CC=CC=C1 2,5-diphenyl-2-tetrazolium bromide